1-(3-(7-(2,6-diazaspiro[3.3]heptan-2-yl)-3-(4-(trifluoromethyl)phenyl)-1H-pyrazolo[4,3-b]pyridin-1-yl)azetidin-1-yl)-2-fluoroprop-2-en-1-one C1N(CC12CNC2)C2=C1C(=NC=C2)C(=NN1C1CN(C1)C(C(=C)F)=O)C1=CC=C(C=C1)C(F)(F)F